9,10-bis(methoxycarbonylpentadecamethyleneoxy)anthracene COC(=O)CCCCCCCCCCCCCCCOC=1C2=CC=CC=C2C(=C2C=CC=CC12)OCCCCCCCCCCCCCCCC(=O)OC